C1(CCCCC1)NC1=C(C(=O)N)C=CC(=C1)N1C=CC2=C1N=CN=C2NC2=CC(=CC(=C2)NC)NC 2-(cyclohexylamino)-4-(4-((3,5-dimethylaminophenyl)amino)-7H-pyrrolo[2,3-d]pyrimidin-7-yl)benzamide